2-amino-1-(quinuclidin-4-yl)ethanol NCC(O)C12CCN(CC1)CC2